OC[N+](C)(CO)CO 1-hydroxy-N,N-bis(hydroxymethyl)-N-methyl-methanaminium